(E)-N'-(4-bromobenzylidene)-6-(4-methoxyphenyl)pyrazine-2-carbohydrazide BrC1=CC=C(\C=N\NC(=O)C2=NC(=CN=C2)C2=CC=C(C=C2)OC)C=C1